tert-Butyl (R)-(2,5-dioxopyrrolidin-3-yl)carbamate O=C1NC(C[C@H]1NC(OC(C)(C)C)=O)=O